isopropyl 4-(5-bromo-3,3-dimethyl-2,3-dihydro-1H-pyrrolo[3,2-b]pyridin-1-yl)-2-chloropyrimidine-5-carboxylate BrC1=CC=C2C(=N1)C(CN2C2=NC(=NC=C2C(=O)OC(C)C)Cl)(C)C